ClC1=C(NC(=C1Cl)C)C(=O)N[C@H]1[C@H](CN(CC1)C1=NC=C(C=N1)C(C)(C)O)OC 3,4-dichloro-N-((3S,4R)-1-(5-(2-hydroxypropan-2-yl)pyrimidin-2-yl)-3-methoxypiperidine-4-yl)-5-methyl-1H-pyrrole-2-carboxamide